C1(CCCCC1)NC1=NC(=CC(=C1)N1[C@@H]([C@H](C1)CS(=O)(=O)C)C)N1N=CC=2C(=NC(=CC21)C=2C=NC=CC2OC)C N-Cyclohexyl-6-(6-(4-methoxypyridin-3-yl)-4-methyl-1H-pyrazolo[4,3-c]pyridin-1-yl)-4-((2R,3S)-2-methyl-3-((methylsulfonyl)methyl)azetidin-1-yl)pyridin-2-amine